C1(=CC=CC2=CC=CC=C12)NC1=C(C2=CC=CC=C2C=C1)C1=CC=CC=C1 N-(naphthalen-1-yl)-1-phenylnaphthalen-2-amine